N1CC(C1)CCC(F)(F)C=1C(=C(C=CC1)[C@@H](C)NC=1C2=C(N=C(N1)C)N=C(C(=C2)C2(CC2)C#N)OC)F (R)-1-(4-((1-(3-(3-(azetidin-3-yl)-1,1-difluoropropyl)-2-fluorophenyl)ethyl)amino)-7-methoxy-2-methylpyrido[2,3-d]pyrimidin-6-yl)cyclopropane-1-carbonitrile